ClC=1C=C(C=CC1F)NC1=NC=NC2=CC(=C(C=C12)OCCCN1CCOCC1)OCCCO 3-((4-((3-chloro-4-fluorophenyl)amino)-6-(3-morpholinylpropoxy)quinazolin-7-yl)oxy)propanol